NC=1C=C(C=CC1)C=1C(=NC(=NC1)N)N (3-aminophenyl)pyrimidine-2,4-diamine